C12N(CC(NC1)CC2)C=2C1=C(N=C(N2)OC[C@]23CCC(N3C[C@](C2)([2H])F)([2H])[2H])C(=C(N=C1)C=1C=C(C=CC1C(F)(F)F)O)F 3-(4-(2,5-Diazabicyclo[2.2.2]octan-2-yl)-8-fluoro-2-(((2R,7aS)-2-fluorotetrahydro-1H-pyrrolizin-7a(5H)-yl-2,5,5-d3)methoxy)pyrido[4,3-d]pyrimidin-7-yl)-4-(trifluoromethyl)phenol